S(=O)(=O)(O)C=1C=C(C=CC1)N1N=NN=C1S.[Na] sodium 1-(m-sulfophenyl)-5-mercapto-1H-tetrazole